(3R,5S)-3-benzyloxy-5-methyl-4-oxopiperidine-1-carboxylic acid benzyl ester C(C1=CC=CC=C1)OC(=O)N1C[C@H](C([C@H](C1)C)=O)OCC1=CC=CC=C1